1-(bromomethyl)-2-methoxynaphthalene BrCC1=C(C=CC2=CC=CC=C12)OC